NC1=NC=C(C(=N1)NCC(C)(O)C)C(F)(F)F 1-((2-amino-5-(trifluoromethyl)pyrimidin-4-yl)amino)-2-methylpropan-2-ol